OC1=C(C=CC=C1)C1=CC2=C(N=N1)NC(=C2)C2[C@@H](OCCN2C(C=C)=O)C 1-((2S)-3-(3-(2-hydroxyphenyl)-7H-pyrrolo[2,3-c]pyridazin-6-yl)-2-methylmorpholino)prop-2-en-1-one